C(CC#C)OC1=C(C=C(C=C1)CO)O 2-(but-3-yn-1-yloxy)-5-(hydroxymethyl)phenol